1-({(5S,7S)-3-[6-(ethyloxy)-3-pyridazinyl]-7-methyl-2-oxo-1-oxa-3-azaspiro[4.5]dec-7-yl}methyl)-1H-benzimidazole-6-carbonitrile C(C)OC1=CC=C(N=N1)N1C(O[C@]2(C1)C[C@@](CCC2)(C)CN2C=NC1=C2C=C(C=C1)C#N)=O